(5-(6-cyclopropyl-7-fluoro-1H-imidazo[4,5-c]pyridin-2-yl)-1H-pyrrol-3-yl)(4-(trifluoromethyl)thiazol-5-yl)methanone C1(CC1)C1=C(C2=C(C=N1)N=C(N2)C2=CC(=CN2)C(=O)C2=C(N=CS2)C(F)(F)F)F